CC1(OC=2C(=NC(=CC2)C=2C(=CC(=NC2)NC(C)=O)NC2=NC(=CC(=C2)C=2C=NC=CC2C(C)C)S(=O)(=O)C)OC1)C N-(5-(2,2-dimethyl-2,3-dihydro-[1,4]dioxino[2,3-b]pyridin-6-yl)-4-((4-isopropyl-6'-(methylsulfonyl)-[3,4'-bipyridin]-2'-yl)amino)pyridin-2-yl)acetamide